7,8-diamino-2-(1-methylpiperidin-4-yl)-4H-chromen-4-one NC1=CC=C2C(C=C(OC2=C1N)C1CCN(CC1)C)=O